C(C)OC(CCCOC1=CC2=CC=C(C=C2C=C1)Br)=O 4-(6-bromo-naphthalen-2-yloxy)-butyric acid ethyl ester